O-(4,5-dimethoxy-2-nitroBenzyl)-L-serine Tert-butyl-(2-chloro-3-((3,5-dimethyl-4-oxo-3,4-dihydroquinazolin-6-yl)amino)-4-fluorophenyl)carbamate C(C)(C)(C)N(C(O)=O)C1=C(C(=C(C=C1)F)NC=1C(=C2C(N(C=NC2=CC1)C)=O)C)Cl.COC1=CC(=C(COC[C@H](N)C(=O)O)C=C1OC)[N+](=O)[O-]